1-{[4-(5-{[(5-chlorothiophen-2-yl)methyl]sulfanyl}-4-methoxy-1-(1,3-thiazole-4-carbonyl)-1H-pyrazol-3-yl)-3-(trifluoromethyl)piperidin-1-yl]sulfonyl}pyrrolidin-3-ol ClC1=CC=C(S1)CSC1=C(C(=NN1C(=O)C=1N=CSC1)C1C(CN(CC1)S(=O)(=O)N1CC(CC1)O)C(F)(F)F)OC